C(C1=CC=CC=C1)(=O)NC(NN1C(=CC=C1)C(=O)[O-])=S 1-(3-Benzoylthioureido)-1H-pyrrole-2-carboxylate